C(C)(C)C1=CC(=C2C=NN(C2=C1)C)NC1=NC=C(C(=N1)NC)C(F)(F)F N2-(6-isopropyl-1-methyl-1H-indazol-4-yl)-N4-methyl-5-(trifluoromethyl)pyrimidine-2,4-diamine